(E)-4-(3-amino-3-oxoprop-1-en-1-yl)benzoic acid methyl ester COC(C1=CC=C(C=C1)\C=C\C(=O)N)=O